N-pentyl-1,6-hexanediamine C(CCCC)NCCCCCCN